8-[1-(Cyclopropylsulfonyl)-1H-indol-4-yl]-7,9-difluoro-1,4,4-trimethyl-5H-[1,2,4]triazolo[4,3-a]quinoxaline C1(CC1)S(=O)(=O)N1C=CC2=C(C=CC=C12)C1=C(C=C2NC(C=3N(C2=C1F)C(=NN3)C)(C)C)F